N1=C(C=CC2=CC=CN=C12)CCC1CC(C1)O (1S,3R)-3-(2-(1,8-naphthyridin-2-yl)ethyl)cyclobutan-1-ol